C1(CC1)CN[C@H]1CN(CCC1)C1=CC=NC=C1 4-((R)-3-((cyclopropylmethyl)amino)piperidin-1-yl)pyridin